tert-butyl 5-hydroxyindoline-1-carboxylate OC=1C=C2CCN(C2=CC1)C(=O)OC(C)(C)C